N-methyl-morpholine [2-[2-[2-(3-hydroxyphenoxy)ethoxy]ethoxy]ethyl]carbamate OC=1C=C(OCCOCCOCCNC(O)=O)C=CC1.CN1CCOCC1